N(=[N+]=[N-])CCOCCOCCNC(=O)CN(CCOCCOCCOCCNC(=O)OC(C)(C)C)CC(=O)O 12-[({2-[2-(2-azidoethoxy)ethoxy]ethyl}carbamoyl)methyl]-1-{[(tert-butoxy)carbonyl]amino}-3,6,9-trioxa-12-azatetradecan-14-oic acid